C1=NC=CC=2CCCC(C12)=O 6,7-dihydroisoquinolin-8(5H)-one